O[C@H]1[C@H](O[C@@]2([C@@H](CCO2)NC(CC2=CC(=CC=C2)OC2=CC=CC=C2)=O)[C@@H]([C@H]1N1N=NC(=C1)C1=CC(=C(C(=C1)F)F)F)O)CO N-((4r,5s,7r,8r,9s,10r)-8,10-dihydroxy-7-(hydroxymethyl)-9-(4-(3,4,5-trifluorophenyl)-1H-1,2,3-triazol-1-yl)-1,6-dioxaspiro[4.5]dec-4-yl)-2-(3-phenoxyphenyl)acetamide